ClC=1C=C(C2=C(C=C(O2)CN2C(C3=C(N=CN=C3)C=C2)=O)C1)C(=O)OC Methyl 5-chloro-2-((5-oxopyrido[4,3-d]pyrimidin-6(5H)-yl)methyl)benzofuran-7-carboxylate